ClC=1C(=NC(=NC1)NC1=NN(C(=C1)C)C)C1=CNC2=C(C=CC=C12)NC(CN1C[C@H](CC1)OC1=NC(=NC=C1)NC1CC1)=O (S)-N-(3-(5-chloro-2-((1,5-dimethyl-1H-pyrazol-3-yl)amino)pyrimidin-4-yl)-1H-indol-7-yl)-2-(3-((2-(cyclopropylamino)pyrimidin-4-yl)oxy)pyrrolidin-1-yl)acetamide